FC1=C(C=C(C=C1)[C@@H]1CN2[C@H](CO1)CN(CC2)C(=O)C2=C(C(=CC=C2)OC)Cl)C#CC [(3R,9aS)-3-(4-Fluoro-3-prop-1-ynylphenyl)-3,4,6,7,9,9a-hexahydro-1H-pyrazino[2,1-c][1,4]oxazin-8-yl]-(2-chloro-3-methoxyphenyl)methanon